(10-(9H-carbazole-9-yl)decyl)-3-(4-methylbenzyl)-1H-imidazole C1=CC=CC=2C3=CC=CC=C3N(C12)CCCCCCCCCCN1CN(C=C1)CC1=CC=C(C=C1)C